Methyl 1-[[(4,5,6,7,8,9-hexahydrocycloocta[b]thiophen-2-ylcarbonyl)amino]methyl]cyclobutanecarboxylate S1C2=C(C=C1C(=O)NCC1(CCC1)C(=O)OC)CCCCCC2